4-{2-methyl-5-[(pyridin-2-yl)methoxy]-1-benzothiophene-3-amido}oxane-4-carboxamide CC=1SC2=C(C1C(=O)NC1(CCOCC1)C(=O)N)C=C(C=C2)OCC2=NC=CC=C2